2-aminoethanesulfinate NCCS(=O)[O-]